C(C)(C)(C)OC(=O)N1CC2=C(C3=C(N=CN=C3Cl)N2CC1)I 4-chloro-5-iodo-8,9-dihydropyrazino[1',2':1,5]pyrrolo[2,3-d]pyrimidine-7(6H)-carboxylic acid tert-butyl ester